N[C@@H](C(=O)N1CCN(CC1)C1=CC(=CC=C1)OC(F)(F)F)COC (R,S)-2-amino-3-methoxy-1-(4-(3-(trifluoromethoxy)phenyl)piperazin-1-yl)propan-1-one